(3r,4s)-4-amino-3-fluoropiperidine-1-carboxylic acid tert-butyl ester C(C)(C)(C)OC(=O)N1C[C@H]([C@H](CC1)N)F